O=C1NC(CCC1C1=CC(=C(C=C1)C1CCN(CC1)C(=O)C1=C(C=CC=C1)N1N=C2C=C(C(=CC2=C1)NC(=O)C1=NC(=CC=C1)C(F)(F)F)C(C)(C)O)F)=O N-[2-(4-(4-(2,6-dioxopiperidin-3-yl)-2-fluorophenyl)piperidine-1-carbonylphenyl)-6-(2-hydroxypropan-2-yl)indazol-5-yl]-6-trifluoromethylpyridine-2-carboxamide